1,3-Bis(furfurylaminomethyl)-4,5-dimethoxybenzol C(C1=CC=CO1)NCC1=CC(=C(C(=C1)OC)OC)CNCC1=CC=CO1